(1S,3R)-3-(3-{[(6-methoxypyridin-3-yl)acetyl]amino}-1H-pyrazol-5-yl)cyclopentyl (2S,3R)-3-hydroxy-2-methylazetidine-1-carboxylate O[C@H]1[C@@H](N(C1)C(=O)O[C@@H]1C[C@@H](CC1)C1=CC(=NN1)NC(CC=1C=NC(=CC1)OC)=O)C